ClC=1C=C2CCCN(C2=C(C1)C1=C2C(=NC=C1)C=C(S2)CC2=NC=CN(C2=O)C)C2CN(C1(CCC1)C2)C(=O)OC(C)(C)C tert-butyl 7-(6-chloro-8-(2-((4-methyl-3-oxo-3,4-dihydropyrazin-2-yl)methyl)thieno[3,2-b]pyridin-7-yl)-3,4-dihydroquinolin-1(2H)-yl)-5-azaspiro[3.4]octane-5-carboxylate